2-[(dodecylsulfinylthiocarbonyl)sulfinyl]propionic acid C(CCCCCCCCCCC)S(=O)C(=S)S(=O)C(C(=O)O)C